ClC1=CC=C(C=C1)N(C(C1=NC(=CC=C1)C1=CC=C(C=C1)Cl)=O)C N,6-bis(4-chlorophenyl)-N-methylpicolinamide